C(C1=CC=CC=C1)(=O)ON=C(C(CCCCCC)=O)C1=CC=C(C=C1)SC1=CC=CC=C1 1-[4-(phenylthio)phenyl]-1,2-octanedione-(O-benzoyloxime)